(R)-3-[(1s,2s)-1-(5-ethynyl-1H-benzoimidazol-2-yl)-2-phenyl-propyl]-5-[4-(2-hydroxy-ethoxy)-phenyl]-imidazoline-2,4-dione C(#C)C1=CC2=C(NC(=N2)[C@H]([C@@H](C)C2=CC=CC=C2)N2C(N[C@@H](C2=O)C2=CC=C(C=C2)OCCO)=O)C=C1